C(C)C=1N=C2N(C=C(C=C2)C2CCN(CC2)CC(=O)N2CC(C2)O)C1N(C=1SC(=C(N1)C1=C(C#N)C=C(C=C1)F)C)C 2-(2-((2-ethyl-6-(1-(2-(3-hydroxyazetidin-1-yl)-2-oxoethyl)piperidin-4-yl)imidazo[1,2-a]pyridin-3-yl)(methyl)amino)-5-methylthiazol-4-yl)-5-fluorobenzonitrile